2-(2,3-Dimethylphenyl)-3-methyl-9-(1-methyl-1H-pyrazol-4-yl)imidazo[2,1-f][1,6]naphthyridine CC1=C(C=CC=C1C)C=1N=C2C=3C=C(C=NC3C=CN2C1C)C=1C=NN(C1)C